C[C@H]1C[C@H](C(=O)/C=C/[C@]([C@H](OC(=O)[C@@H](C(=O)[C@@H]([C@H]1O[C@H]2[C@@H]([C@H](C[C@H](O2)C)N(C)C)O)C)C)[C@@H](C)O)(C)O)C The molecule is a macrolide antibiotic that is biosynthesised by Streptomyces venezuelae. It has a role as a bacterial metabolite. It is a macrolide antibiotic, a monosaccharide derivative and an enone. It derives from a narbonolide. It is a conjugate base of a novapikromycin(1+).